ClC=1C=C(COC2=CC=C(C=C2)C2COC=3C(=CC=4CCN(CC4C3)[C@@H](CC)C3=CC=CC=C3)O2)C=CC1Cl 4-(3,4-dichlorobenzyloxy)phenyl-7-((S)-1-phenylpropyl)-2,3,6,7,8,9-hexahydro-[1,4]-dioxino[2,3-g]isoquinolin